N1=C(C=CC2=CC=CN=C12)C(C)N1C[C@@H](N(C[C@H]1CC)C=1C=2C(N(C(C1)=O)C)=CNN2)CC 7-((2S,5R)-4-(1-(1,8-naphthyridin-2-yl)ethyl)-2,5-diethylpiperazin-1-yl)-4-methyl-2,4-dihydro-5H-pyrazolo[4,3-b]pyridin-5-one